1-((1-(difluoromethyl)-1H-pyrazol-5-yl)methyl)-6-(4-methoxypyrrolo[2,1-f][1,2,4]triazin-5-yl)-2-methyl-1H-imidazo[4,5-b]pyridine FC(N1N=CC=C1CN1C(=NC2=NC=C(C=C21)C=2C=CN1N=CN=C(C12)OC)C)F